COPN(POC)C=1S(C=CC1)(=O)=O N,N-bis-(methoxyphosphino)aminothiophene-1,1-dioxide